Cl.CNC(=N)NC(=N)N N-methyl-biguanide hydrochloride